C(CC)NC(O[C@@H]1C[C@@H](CC1)C1=CC(=NN1)NC(=O)C1=CC(=NC=C1)C)=O (1S,3R)-3-(3-{[(2-methylpyridin-4-yl)carbonyl]amino}-1H-pyrazol-5-yl)cyclopentyl propylcarbamate